(2S,4R)-N-[[3-[(4-bromophenoxy)methyl]oxetan-3-yl]methyl]-1-[(2S)-2-(4-cyclopropyltriazol-1-yl)-3,3-dimethyl-butanoyl]-4-hydroxy-pyrrolidine-2-carboxamide BrC1=CC=C(OCC2(COC2)CNC(=O)[C@H]2N(C[C@@H](C2)O)C([C@H](C(C)(C)C)N2N=NC(=C2)C2CC2)=O)C=C1